C(=O)(OC(C)(C)C)N(C1=NC=NC=C1OC(C)C)C(=O)OC(C)(C)C N,N-di-Boc-5-isopropoxypyrimidin-4-amine